methyl 5,5-difluoro-1,2-diazinane-3-carboxylate trifluoroacetic acid salt FC(C(=O)O)(F)F.FC1(CC(NNC1)C(=O)OC)F